tert-Butyl (R)-(1-(4-(benzyloxy)phenyl)-2-methoxy-2-methylpropyl)carbamate C(C1=CC=CC=C1)OC1=CC=C(C=C1)[C@H](C(C)(C)OC)NC(OC(C)(C)C)=O